CN1N=C(C(=N1)B1OC(C(O1)(C)C)(C)C)C 2,5-dimethyl-4-(4,4,5,5-tetramethyl-1,3,2-dioxaborolan-2-yl)-1,2,3-triazole